C(C1=CC=CC=C1)N1C(=NC=2N(C(N(C(C12)=O)CCCO)=O)C)C=1C=C(C=CC1)C Benzyl-1-(3-hydroxypropyl)-3-methyl-8-(m-tolyl)-1H-purine-2,6(3H,7H)-dione